O=C1N(CCC1)C1=CC=C(C=C1)C=1C=C(C=NC1)C1=C2C(=NC=C1)C(NC2)=O 4-(5-(4-(2-oxopyrrolidin-1-yl)phenyl)pyridin-3-yl)-5,6-dihydro-7H-pyrrolo[3,4-b]pyridin-7-one